N-(4-chloro-3-(pyridin-2-yl)phenyl)-N4-(6-methoxypyridin-3-yl)terephthalamide ClC1=C(C=C(C=C1)NC(C1=CC=C(C(=O)NC=2C=NC(=CC2)OC)C=C1)=O)C1=NC=CC=C1